4-pentyl-1,2,4-triazole C(CCCC)N1C=NN=C1